O[C@H]1C[C@H]2N(C3=C(NC2=O)C=CC=N3)C1 (6aR,8S)-8-hydroxy-6a,7,8,9-tetrahydropyrido[3,2-e]pyrrolo[1,2-a]pyrazin-6(5H)-one